C(C1=CC=CC=C1)OC(=O)NCC(=O)N1[C@@H](CCC1)C(=O)NC=1C=C2C(=CC(=NC2=CC1)NC1=CC=C(C=C1)N1CCN(CC1)C(=O)OC(C)(C)C)C(F)(F)F 6-((N-benzyloxycarbonyl-glycyl)-L-prolylamino)-N-(4-(4-(tert-butoxycarbonyl)piperazin-1-yl)phenyl)-4-trifluoromethylquinolin-2-amine